ClC=1C(=CC=2C3=C(C(NC2C1)=O)CN([C@H]3C)C(=O)OC(C)(C)C)OC tert-butyl (S)-7-chloro-8-methoxy-1-methyl-4-oxo-1,3,4,5-tetrahydro-2H-pyrrolo[3,4-c]quinoline-2-carboxylate